ClC1=C(C=C(C=C1)N1CCN(CC1)C(CN(C)C)=O)C=1N=C2N(C=CC=C2)C1C 1-(4-(4-chloro-3-(3-methylimidazo[1,2-a]pyridin-2-yl)phenyl)piperazin-1-yl)-2-(dimethylamino)ethan-1-one